tripalmityl phosphite P(OCCCCCCCCCCCCCCCC)(OCCCCCCCCCCCCCCCC)OCCCCCCCCCCCCCCCC